N-(2-(4-(2-methoxyacetamido)piperidin-4-yl)thiazole-4-carbonyl)-L-serinate COCC(=O)NC1(CCNCC1)C=1SC=C(N1)C(=O)N[C@@H](CO)C(=O)[O-]